FC(C=1C=C(C=CC1)CC=1C=2N(C=CC1)N=CC2C(=O)NC21CC(C2)(C1)CC(=O)O)(F)F 2-[3-[[4-[[3-(trifluoromethyl)phenyl]methyl]pyrazolo[1,5-a]pyridine-3-carbonyl]amino]-1-bicyclo[1.1.1]pentanyl]acetic acid